N-[[4-[2-[(1-ethylpyrazol-4-yl)amino]pyrimidin-4-yl]-2-methyl-phenyl]methyl]-3-isopropoxy-azetidine C(C)N1N=CC(=C1)NC1=NC=CC(=N1)C1=CC(=C(C=C1)CN1CC(C1)OC(C)C)C